COC(COC(=O)C1(CC1)OC1=C(C=C(C(=C1)N1C(N(C(=CC1=O)C(F)(F)F)C)=O)F)Cl)=O 2-methoxy-2-oxoethyl-1-{2-chloro-4-fluoro-5-[3-methyl-2,6-dioxo-4-(trifluoromethyl)-3,6-dihydropyrimidin-1(2H)-yl]phenoxy}cyclopropanecarboxylate